Hexamethyl-1,1'-spirobiindane CC=1C(=C2C(C(C3(C2=CC1)CCC1=CC=CC=C13)(C)C)(C)C)C